CC(CCC)(C)C=1C(=CC(=C(C(=O)O)C1)C)O 5-(1,1-dimethylbutyl)-4-hydroxy-2-methylbenzoic acid